C(C)OCCOC1=C(C=CC=C1)SC (2-(2-Ethoxyethoxy)phenyl)(methyl)sulfane